ClC1=NC=CC2=C1CCC[C@]21N(C(OC1)=O)C1=NC=C(C=C1OC(F)F)C(F)(F)F (S)-1-chloro-3'-(3-(difluoromethoxy)-5-(trifluoromethyl)pyridin-2-yl)-7,8-dihydro-6H-spiro[isoquinoline-5,4'-oxazolidin]-2'-one